N-[3-(methylsulfonylimino)phenyl]-2-[4-(trifluoromethoxy)phenoxy]-5-(trifluoromethyl)pyridine-3-carboxamide CS(=O)(=O)N=C1CC(=CC=C1)NC(=O)C=1C(=NC=C(C1)C(F)(F)F)OC1=CC=C(C=C1)OC(F)(F)F